5-ACETYLSALICYLIC ACID C(C)(=O)C1=CC=C(C(C(=O)O)=C1)O